OC1=C(C(=O)C2=CCC(C=C2)(OC)OCC)C=CC=C1 2-hydroxy-4'-ethoxy-4'-methoxybenzophenone